5-methyl-4-(methylsulfonyl)-1H-imidazole CC1=C(N=CN1)S(=O)(=O)C